C1=CC=C(C=2OC3=C(C21)C=CC=C3)C3=C(C(=C(C2=CC=CC=C32)C3=C(C=CC2=CC=CC=C32)OCCO)OCCO)C3=CC=CC2=C3OC3=C2C=CC=C3 bis-(dibenzo[b,D]furan-4-yl)-2,2'-bis(2-hydroxyethoxy)-1,1'-binaphthyl